1-benzoyl-2-ethylpiperidine C(C1=CC=CC=C1)(=O)N1C(CCCC1)CC